2-((13-(thiophen-2-yl)tridec-12-yn-1-yl)thio)ethyl hydrogen ((((R)-1-(6-amino-9H-purin-9-yl)propan-2-yl)oxy)methyl)phosphonate NC1=C2N=CN(C2=NC=N1)C[C@@H](C)OCP(OCCSCCCCCCCCCCCC#CC=1SC=CC1)(O)=O